4-(5-(2,6-dimethylphenoxy)-1-(oxetan-3-yl)-2-oxo-1,2-dihydropyridin-4-yl)-2-(2-fluorophenyl)-6-methyl-1-tosyl-1,6-dihydro-7H-pyrrolo[2,3-c]pyridin-7-one CC1=C(OC=2C(=CC(N(C2)C2COC2)=O)C=2C3=C(C(N(C2)C)=O)N(C(=C3)C3=C(C=CC=C3)F)S(=O)(=O)C3=CC=C(C)C=C3)C(=CC=C1)C